2-(3,4-difluorophenyl)-N-{2-hydroxy-3-[4-(trifluoromethyl)phenyl]propyl}morpholine-4-carboxamide FC=1C=C(C=CC1F)C1CN(CCO1)C(=O)NCC(CC1=CC=C(C=C1)C(F)(F)F)O